The molecule is a polyunsaturated fatty acid anion resulting from the removal of a proton from the carboxy group of (2E,6E,10E)-geranylgeranic acid; major species at pH 7.3. It is a polyunsaturated fatty acid anion and a methyl-branched fatty acid anion. It is a conjugate base of a (2E,6E,10E)-geranylgeranic acid. CC(=CCC/C(=C/CC/C(=C/CC/C(=C/C(=O)[O-])/C)/C)/C)C